The molecule is a sterol 3-beta-D-glucoside in which the sterol is 3beta-hydroxypregn-5-en-20-one. It is a sterol 3-beta-D-glucoside, a monosaccharide derivative and a 20-oxo steroid. It derives from a pregnenolone. CC(=O)[C@H]1CC[C@@H]2[C@@]1(CC[C@H]3[C@H]2CC=C4[C@@]3(CC[C@@H](C4)O[C@H]5[C@@H]([C@H]([C@@H]([C@H](O5)CO)O)O)O)C)C